1-((2-chloro-3-((5-chloropyrazin-2-yl)thio)phenyl)imino)tetrahydro-1H-1λ6-thiophene 1-oxide ClC1=C(C=CC=C1SC1=NC=C(N=C1)Cl)N=S1(CCCC1)=O